(4-(1H-benzimidazole-2-yl)benzylidene)-N-phenylhydrazine N1C(=NC2=C1C=CC=C2)C2=CC=C(C=NNC1=CC=CC=C1)C=C2